2-(2-amino-2-methylpropyloxy)-6-chloro-N-(3-fluoro-4-methoxybenzyl)-3-(4H-1,2,4-triazol-4-yl)benzamide NC(COC1=C(C(=O)NCC2=CC(=C(C=C2)OC)F)C(=CC=C1N1C=NN=C1)Cl)(C)C